3-({2-fluoro-3-[(methylsulfamoyl)methyl]phenyl}methyl)-2-oxo-2,3-dihydrospiro[1,3-benzoxazine-4,3'-oxetan]-7-yl N,N-dimethylcarbamate CN(C(OC1=CC2=C(C=C1)C1(COC1)N(C(O2)=O)CC2=C(C(=CC=C2)CS(NC)(=O)=O)F)=O)C